FC(OC1=NC=CC(=C1)CNC(=O)N[C@H]1C[C@]2(CCC[C@H]2C1)CO)F |r| 1-[[2-(difluoromethoxy)pyridin-4-yl]methyl]-3-[rac-(2R,3aS,6aS)-6a-(hydroxymethyl)-2,3,3a,4,5,6-hexahydro-1H-pentalen-2-yl]urea